1-(4-((4,5-dichloro-2-hydroxyphenyl)(hydroxy)methyl)piperidin-1-yl)ethanone ClC1=CC(=C(C=C1Cl)C(C1CCN(CC1)C(C)=O)O)O